[5-{[2-(4-Bromophenyl)imidazo[1,2-a]pyridin-3-yl]methyl}hexahydropyrrolo[3,4-c]pyrrol-2(1H)-yl](2-methylphenyl)methanone BrC1=CC=C(C=C1)C=1N=C2N(C=CC=C2)C1CN1CC2C(C1)CN(C2)C(=O)C2=C(C=CC=C2)C